4-{[(tert-butyldimethylsilyl)oxy]methyl}-1-(prop-2-yn-1-yl)pyrazole [Si](C)(C)(C(C)(C)C)OCC=1C=NN(C1)CC#C